FC1=CC=CC=2C=3N(C(=NC12)N)C=C(N3)CCC3=NC=CC=C3 7-fluoro-2-(2-(pyridin-2-yl)ethyl)imidazo[1,2-c]quinazolin-5-amine